2-(4-methoxyphenyl)-N,N-dimethylaminosulfonyl-ethane COC1=CC=C(C=C1)CCS(=O)(=O)N(C)C